C(C)(C)(C)OC(=O)N=C(N1CC(C1)C1=NC(=NO1)C1=CC=C(C=C1)CCCCCCCCCC)NC(OC(C)(C)C)=O tert-butyl (((tert-butoxycarbonyl)imino)(3-(3-(4-decylphenyl)-1,2,4-oxadiazol-5-yl)azetidin-1-yl)methyl)carbamate